FC1=C2N=C(N=C3C2=C(OCC2C4CCC(CN32)N4)N=C1)OC[C@@]14CCCN4CCC1=C 1-fluoro-12-(((R)-1-methylenetetrahydro-1H-pyrrolizin-7a(5H)-yl)methoxy)-5a,6,7,8,9,10-hexahydro-5H-4-oxa-3,10a,11,13,14-pentaaza-6,9-methanonaphtho[1,8-ab]heptalene